CC(COP(=O)(O)O)(C#CC1=CC2=C(OC[C@@H](C(N2C)=O)NC(C2=NC=CC(=C2)OC2=CC=CC=C2)=O)C=C1)C (S)-2,2-Dimethyl-4-(5-methyl-4-oxo-3-(4-phenoxypicolinamido)-2,3,4,5-tetrahydrobenzo[b][1,4]oxazepin-7-yl)but-3-yn-1-yl-dihydrogenphosphat